1-methyl-2-(2-(chloroformylbenzylidene)hydrazino)thiazole CS1C(=NC=C1)NN=C(C1=CC=CC=C1)C(=O)Cl